3-chloro-10-phenyl-10H-spiro[acridine-9,9'-xanthene] ClC=1C=CC2=C(C1)N(C1=CC=CC=C1C21C2=CC=CC=C2OC=2C=CC=CC12)C1=CC=CC=C1